C(CC=C)N=C=S 3-Butenylisothiocyanate